[Si](C)(C)(C(C)(C)C)O[C@H]1[C@H](O[C@H]([C@H](C1)O[Si](C)(C)C(C)(C)C)[C@@H](C)CC(C[C@@H]([C@@H](\C=C\I)OCC1=CC=C(C=C1)OC)C)=O)CNC(OCC=C)=O allyl (((2R,3R,5S,6S)-3,5-bis((tert-butyldimethylsilyl)oxy)-6-((2S,6S,7S,E)-9-iodo-7-((4-methoxybenzyl)oxy)-6-methyl-4-oxonon-8-en-2-yl)tetrahydro-2H-pyran-2-yl)methyl)carbamate